bis-citronellyl-furanmethanamine C(CC(C)CCC=C(C)C)C(N)(C=1OC=CC1)CCC(C)CCC=C(C)C